CC1=C(C(=O)N[C@H](C)C2=CC=CC3=CC=CC=C23)C=C(C=C1)N1CCN(CCC1)S(N)(=O)=O 2-Methyl-N-[(1R)-1-(1-naphthyl)ethyl]-5-(4-sulfamoyl-1,4-diazepan-1-yl)benzamide